C1(CCC(N1OC([C@@H](NC(=O)OC(C)(C)C)CCC(=O)O)=O)=O)=O Boc-L-glutamic acid succinimidyl ester